1-(3-Chloro-phenyl)-3-[3-(4-fluoro-2-methyl-2H-pyrazol-3-yl)-4-methoxy-phenyl]-urea ClC=1C=C(C=CC1)NC(=O)NC1=CC(=C(C=C1)OC)C=1N(N=CC1F)C